2-(bicyclo[4.2.0]oct-1,3,5-triene-3-yl)-5-hydroxy-1H-isoindole-1,3(2H)-dione C12=CC(=CC=C2CC1)N1C(C2=CC=C(C=C2C1=O)O)=O